N-(4-{3-[(3-chlorophenyl)methyl]-4-oxo-quinazolin-6-yl}oxy-2-pyridyl)-1-methyl-pyrazole-4-carboxamide ClC=1C=C(C=CC1)CN1C=NC2=CC=C(C=C2C1=O)OC1=CC(=NC=C1)NC(=O)C=1C=NN(C1)C